C(C=CCCCCC)=O 2-OcteneAldehyde